BrC=1C=C(C=2N(C1)N=CN2)C=2C=NC(=CC2)N2CCN(CC2)CC=2C=NC(=CC2)OC 6-Bromo-8-(6-(4-((6-methoxypyridin-3-yl)methyl)piperazin-1-yl)pyridin-3-yl)-[1,2,4]triazolo[1,5-a]pyridine